ClC=1C=C2CO[C@]3(O[C@@H]([C@H]([C@@H]([C@H]3O)O)O)C)C2=CC1CC=1SC(=CC1)CCOCCC (1S,3'R,4'S,5'S,6'R)-5-chloro-6-((5-(2-propoxyethyl)thiophene-2-yl)methyl)-6'-methyl-3',4',5',6'-tetrahydro-3H-spiro[isobenzofuran-1,2'-pyran]-3',4',5'-triol